3-(5'-fluoro-4,6'-dimethyl-[3,4'-bipyridin]-2'-yl)-5-(pyridin-2-yl)-1,2,4-oxadiazole FC=1C(=CC(=NC1C)C1=NOC(=N1)C1=NC=CC=C1)C=1C=NC=CC1C